cis-2-[4-(cyclopentylamino)phenyl]-N-[4-methyl-3-(trifluoromethyl)phenyl]-2,3,4,4a,5,6,7,7a-octahydro-1H-cyclopenta[b]pyridine-3-carboxamide C1(CCCC1)NC1=CC=C(C=C1)C1C(CC2C(N1)CCC2)C(=O)NC2=CC(=C(C=C2)C)C(F)(F)F